3-(1-oxo-4-(pentylthio)isoindolin-2-yl)piperidine-2,6-dione O=C1N(CC2=C(C=CC=C12)SCCCCC)C1C(NC(CC1)=O)=O